O=C1NC(CCC1N1C(C2=CC(=C(C=C2C1=O)N1CC(C1)N1CCC(CC1)C(=O)N)F)=O)=O 1-(1-(2-(2,6-dioxopiperidin-3-yl)-6-fluoro-1,3-dioxoisoindolin-5-yl)azetidin-3-yl)piperidine-4-carboxamide